Sodium (Z)-2-(N-((4-Amino-2-methylpyrimidin-5-yl)methyl)formamido)-5-hydroxypent-2-ene-3-thiolate NC1=NC(=NC=C1CN(C=O)\C(\C)=C(\CCO)/[S-])C.[Na+]